BrC=1C=C(C(=NC1)C(=O)N)NC(C(F)F)=O 5-bromo-3-[(2,2-difluoroacetyl)amino]pyridine-2-carboxamide